C1(CCCCC1)CS(=O)(=O)NC=1C=C2C=CN(C2=CC1)CC1=CC=C(C=C1)F 1-cyclohexyl-N-(1-(4-fluorobenzyl)-1H-indol-5-yl)methanesulfonamide